3-bromo-5-chloro-4-(methoxymethyloxy)benzaldehyde BrC=1C=C(C=O)C=C(C1OCOC)Cl